C(#N)CC(=O)NC1=CC(=CC=C1)C1=CSC2=C1N=C(N=C2)NC2=CC=C(C=C2)N2CCOCC2 2-cyano-N-(3-(2-(4-morpholinophenylamino)thieno[3,2-d]pyrimidin-7-yl)phenyl)acetamide